4-(2,6-difluorobenzyl)-2-(3-fluoro-4-((2-(3-hydroxy-3-methylcyclobut-1-en-1-yl)-4-methylthiazol-5-yl)oxy)phenyl)-2,4-dihydro-3H-1,2,4-triazol-3-one FC1=C(CN2C(N(N=C2)C2=CC(=C(C=C2)OC2=C(N=C(S2)C2=CC(C2)(C)O)C)F)=O)C(=CC=C1)F